BrC1=CC=C(O1)C1=C(N=C2N1CCNC2)C(=O)O 3-(5-bromofuran-2-yl)-5,6,7,8-tetrahydroimidazo[1,2-a]pyrazine-2-carboxylic acid